1-(3-cyano-1-isopropyl-1H-indazol-5-yl)-1H-pyrazole-4-carboxylic acid C(#N)C1=NN(C2=CC=C(C=C12)N1N=CC(=C1)C(=O)O)C(C)C